(2,4-dimethoxypyrimidin-5-yl)-8-((1S,2S)-2-(trifluoromethyl)cyclopropyl)imidazo[1,2-b]pyridazine COC1=NC=C(C(=N1)OC)C=1N=C2N(N=CC=C2[C@@H]2[C@H](C2)C(F)(F)F)C1